(Z,Z)-5,7-dodecadienal C(CCC\C=C/C=C\CCCC)=O